[NH4+].S(=O)(=O)(OCCCCCCCCCCCC)[O-].[Na] sodium lauryl sulfate, ammonium salt